(5-bromo-6-methylpyridin-3-yl)-5-(trifluoromethyl)-1,2,4-oxadiazole BrC=1C=C(C=NC1C)C1=NOC(=N1)C(F)(F)F